C(#N)C=1C=C(C=CC1)[C@H](C)N1C=NC(=C1)C(=O)O 1-[(1S)-1-(3-cyanophenyl)ethyl]-1H-imidazole-4-carboxylic acid